C(C1=CC=CC=C1)NC1=C2N=CN(C2=NC(=N1)N[C@@H](CO)CC)C(C)C (2R)-2-[[6-(benzylamino)-9-propan-2-ylpurin-2-yl]amino]butan-1-ol